C(=O)(OC(C)(C)C)N1[C@@H](CCC1)B(O)O (R)-N-Bocpyrrolidine-2-boronic acid